dimethylamino-2-hydroxy-1-propanesulfonic acid CN(C)C(C(C)O)S(=O)(=O)O